(4-(7-Cyclobutoxy-8-fluoro-1,3,4,5-tetrahydro-2H-benzo[c]azepin-2-yl)-2,6-dimethylphenyl)-3,3-dimethylbutanamide C1(CCC1)OC1=CC2=C(CN(CCC2)C2=CC(=C(C(=C2)C)C(C(=O)N)C(C)(C)C)C)C=C1F